4-(6-(3,5-difluorophenyl)-6-hydroxy-6-(1-methyl-2-oxo-1,2-dihydropyridin-3-yl)hexa-1,3-Diyn-1-yl)-3-ethynylpyrazolo[1,5-a]pyridine-5-carboxamide FC=1C=C(C=C(C1)F)C(CC#CC#CC=1C=2N(C=CC1C(=O)N)N=CC2C#C)(C=2C(N(C=CC2)C)=O)O